BrC1=CC=C(C(=N1)Cl)NC(=O)C=1N=C(SC1)C=1C=NN(C1)C N-(6-bromo-2-chloro-pyridin-3-yl)-2-(1-methyl-1H-pyrazol-4-yl)thiazole-4-carboxamide